N'-[4-(4,5-dichlorothiazol-2-yl)oxy-2,5-dimethylphenyl]N-Ethyl-N-methyl-formamidine ClC=1N=C(SC1Cl)OC1=CC(=C(C=C1C)N=CN(C)CC)C